C(CC)OC(=O)C#N propyl-cyanoformate